N-(5-aminopentyl)acetamide CC(=O)NCCCCCN